[H-].[H-].C(=O)(O)C=1C=C(OC2=C(C=CC=C2)C(C)(C)C2=C(C=CC=C2)OC2=CC(=C(C=C2)C(=O)O)C(=O)O)C=CC1C(=O)O 2,2-Bis[(3,4-dicarboxyphenoxy)phenyl]propane dihydride